3-((8-(3-bromo-2-chlorophenyl-amino)-1,7-naphthyridin-3-yl)methyl)oxazolidin-2-one BrC=1C(=C(C=CC1)NC=1N=CC=C2C=C(C=NC12)CN1C(OCC1)=O)Cl